FC=1C=C(C=CC1OC1=CC=NC2=CC(=C(C=C12)C(NC)=O)OC)NC(=O)C1(CC1)C(=O)N(C)C1=CC=C(C=C1)F 1-N-[3-fluoro-4-[7-methoxy-6-(methylcarbamoyl)quinolin-4-yl]oxyphenyl]-1-N'-(4-fluorophenyl)-1-N'-methylcyclopropane-1,1-dicarboxamide